2-{[1-(Methoxyacetyl)piperidin-4-yl]methyl}-N-{[(2S)-oxolan-2-yl]methyl}-8-(trifluoromethyl)-4,5-dihydro-2H-furo[2,3-g]indazol-7-carboxamid COCC(=O)N1CCC(CC1)CN1N=C2C3=C(CCC2=C1)OC(=C3C(F)(F)F)C(=O)NC[C@H]3OCCC3